C(C)(=O)ONOC(C)=O imino diacetate